C1(CC1)C1=C(C(=NC(=N1)N)N)[N+](=O)[O-] cyclopropyl-5-nitropyrimidine-2,4-diamine